2-(2-isopropylphenyl)-7-(4-(1-methyl-4-(trifluoromethyl)-1H-imidazol-2-yl)benzyl)imidazo[1,5-b]pyridazine C(C)(C)C1=C(C=CC=C1)C=1C=CC=2N(N1)C(=NC2)CC2=CC=C(C=C2)C=2N(C=C(N2)C(F)(F)F)C